C(C)(C)(C)OC(=O)N1CCC(CC1)N1CC2=NN(C=C2C1)C1(CCC1)C(NC1=C(C=C(C=C1)C(F)(F)F)Cl)=O 4-(2-(1-((2-chloro-4-(trifluoromethyl)phenyl)carbamoyl)cyclobutyl)-2,6-dihydropyrrolo[3,4-c]pyrazol-5(4H)-yl)piperidine-1-carboxylic acid tert-butyl ester